O=C1N(C(CCC1C1=C(C=C(C=C1F)N1[C@H](CN(CC1)C(=O)OC(C)(C)C)C)F)=O)COCC[Si](C)(C)C tert-butyl (3S)-4-(4-(2,6-dioxo-1-((2-(trimethylsilyl)ethoxy)methyl)piperidin-3-yl)-3,5-difluorophenyl)-3-methylpiperazine-1-carboxylate